CC(=CCC(=O)C1(C(=C(C=C1O)O)CC=C(C)C)O)C 5-(4-methyl-1-oxopent-3-enyl)-4-prenylcyclopenta-1,3-diene-1,3,5-triol